C(C)(C)(C)OC(N(CC1=C(C(=NC=C1)Cl)F)CCO[Si](C)(C)C(C)(C)C)=O.C[SiH](OC)C dimethyl-methoxysilan tert-butyl-(2-((tert-butyldimethylsilyl)oxy)ethyl)((2-chloro-3-fluoropyridin-4-yl)methyl)carbamate